N1CCCC1 Azolidin